tert-butyl N-[(3S)-1-[2-chloro-5-(2-methyl-3-oxo-4H-1,4-benzoxazin-6-yl)-4-pyridyl]-3-piperidyl]carbamate ClC1=NC=C(C(=C1)N1C[C@H](CCC1)NC(OC(C)(C)C)=O)C=1C=CC2=C(NC(C(O2)C)=O)C1